FC(C(C(C(C(C(F)(F)F)(F)F)(F)F)(F)F)(F)F)(CC1CO1)F 3-(perfluoro-n-hexyl) propylene oxide